ClC1=C(C(=CC=C1)Cl)B(C1=C(C(=C(C(=C1F)F)F)F)F)C1=C(C(=C(C(=C1F)F)F)F)F (2,6-dichloro-phenyl)bis-(perfluoro-phenyl)borane